1-(8-BROMOPYRIDO[2,3-E][1,2,4]TRIAZOLO[4,3-A]PYRAZIN-4-YL)-N-METHYLAZETIDIN-3-AMINE MONOSUCCINATE C(CCC(=O)O)(=O)O.BrC1=CC2=C(N=C(C=3N2C=NN3)N3CC(C3)NC)N=C1